C(C)OC(=O)C1=C(C2=C(N=C(S2)SC)N1CC1=CC=CC=C1)C=O 4-benzyl-6-formyl-2-(methylsulfanyl)-4H-pyrrolo[2,3-d]Thiazole-5-carboxylic acid ethyl ester